(5-fluoropyridin-3-yl)methanol FC=1C=C(C=NC1)CO